calcium (hydrogen) oxide O.[Ca]